5-Chloro-N4-(4-chloro-[3-(1,1-dimethylethylsulfonamido)]phenyl)-N2-[3-fluoro-4-(1-methylpiperidin-4-ylcarbamoyl)phenyl]pyrimidine-2,4-diamine ClC=1C(=NC(=NC1)NC1=CC(=C(C=C1)C(NC1CCN(CC1)C)=O)F)NC1=CC(=C(C=C1)Cl)NS(=O)(=O)C(C)(C)C